CN1N=C2C=C(C(=CC2=C1)C=1C(=NC=CN1)C(=O)N)OC1CCOCC1 (2-methyl-6-((tetrahydro-2H-pyran-4-yl)oxy)-2H-indazol-5-yl)pyrazine-2-carboxamide